[N-]=C=O.[N-]=C=O.CC=1C(=C(C(=C(C1C)C)C)C)C Tetramethyl-xylene diisocyanate